Cl.FC(CN)(F)F (l)-2,2,2-trifluoroethylamine hydrochloride